C(C=C)C=1C=NC=CC1[N-]C(C(C)(C)C)=O N-(3-allylpyridin-4-yl)pivaloyl-amide